(1S,2S)-2-(tert-butoxycarbonylamino)cyclopentanecarboxylic acid C(C)(C)(C)OC(=O)N[C@@H]1[C@H](CCC1)C(=O)O